tert-butyl (1R,2S)-2-(3-amino-1-tert-butoxycarbonyl-indazol-6-yl)-5'-methoxy-2'-oxo-spiro[cyclopropane-1,3'-indoline]-1'-carboxylate NC1=NN(C2=CC(=CC=C12)[C@@H]1C[C@@]12C(N(C1=CC=C(C=C21)OC)C(=O)OC(C)(C)C)=O)C(=O)OC(C)(C)C